ClC=1C=C(CNC(C(C)(C)C2=NC=CC(=N2)CO)=O)C=C(C1C1C(NC(CC1)=O)=O)Cl N-(3,5-dichloro-4-(2,6-dioxopiperidin-3-yl)benzyl)-2-(4-(hydroxymethyl)pyrimidin-2-yl)-2-methylpropanamide